C(C)C=1C(NC=2C=C(C=NC2C1)CN1CC2C(C2C1)NC=1C=CC(=NC1)C(=O)NC)=O 5-((3-((7-ethyl-6-oxo-5,6-dihydro-1,5-naphthyridin-3-yl)methyl)-3-azabicyclo[3.1.0]hexan-6-yl)amino)-N-methylpicolinamide